C1(CC1)[C@H](C)N1CC=C2N1C(=CC(=N2)C2=CC(=CC=C2)OC)C (S)-N-(1-cyclopropylethyl)-5-(3-methoxyphenyl)-7-methylpyrazolo[1,5-a]Pyrimidine